4-((3-(2,3-difluoro-4-methoxyphenyl)imidazo[1,2-a]pyrazin-8-yl)amino)-2-methyl-N-(2-(piperazin-1-yl)ethyl)benzamide hydrochloride Cl.FC1=C(C=CC(=C1F)OC)C1=CN=C2N1C=CN=C2NC2=CC(=C(C(=O)NCCN1CCNCC1)C=C2)C